NC1=C(C=CC(=C1)Cl)N1CCC(CC1)O 1-(2-amino-4-chlorophenyl)piperidin-4-ol